tert-Butyl N-(2-aminoethyl)-N-methyl-carbamate NCCN(C(OC(C)(C)C)=O)C